5-(trifluoromethyl)-6-((((1R,3R)-3-(4-(5-(trifluoromethyl)pyrimidin-2-yl)piperazine-1-carbonyl)cyclobutyl)amino)methyl)pyridazin-3(2H)-one FC(C1=CC(NN=C1CNC1CC(C1)C(=O)N1CCN(CC1)C1=NC=C(C=N1)C(F)(F)F)=O)(F)F